C1(CCN2C3=C(C=CC=C13)CCC2)=O 2,3,6,7-tetrahydro-1H,5H-pyrido[3,2,1-ij]quinolone